rac-ethyl 2-(7-(4-cyclopentyl-3-(trifluoromethyl)benzyloxy)-1,2,3,4-tetrahydrocyclopenta[b]indol-3-yl)acetate C1(CCCC1)C1=C(C=C(COC2=CC=3C4=C(NC3C=C2)[C@H](CC4)CC(=O)OCC)C=C1)C(F)(F)F |r|